C(C)(=O)C=1C=CC2=C(\C(\C(C=3C(=NC=NC23)N)(C)C)=N/OC[C@@H]2CNC(O2)=O)C1 (5S)-5-[[(Z)-(8-acetyl-4-amino-5,5-dimethyl-benzo[h]quinazolin-6-ylidene)amino]oxymethyl]oxazolidin-2-one